(S)-3-(1-hydroxy-propan-2-yl)-8-(pyridin-3-yl)-6-(2-(trifluoromethyl)thiazol-5-yl)pyrido[3,4-d]pyrimidin-4(3H)-one OC[C@H](C)N1C=NC2=C(C1=O)C=C(N=C2C=2C=NC=CC2)C2=CN=C(S2)C(F)(F)F